2-chloro-N-(3,5-dichloro-4-((5-isopropyl-6-methoxypyridin-3-yl)oxy)Phenyl)acetamide ClCC(=O)NC1=CC(=C(C(=C1)Cl)OC=1C=NC(=C(C1)C(C)C)OC)Cl